ClC=1N=C(C2=C(N1)N(C=C2)C2=CC=C(C=C2)C=NCCCN2CCN(CC2)C)C2=CC=CC=C2 2-Chloro-7-(4-[(3-(4-methylpiperazin-1-yl)propyl)iminomethyl]phenyl)-4-phenyl-7H-pyrrolo[2,3-d]pyrimidine